C(=CC)CCOCCC 2-propenyl-1-propyloxyethane